tert-butyl 5-(4,4,5,5-tetramethyl-1,3,2-dioxaborolan-2-yl)-1,2,3,6-tetrahydropyridine-1-carboxylate CC1(OB(OC1(C)C)C1=CCCN(C1)C(=O)OC(C)(C)C)C